FC(O[C@@H](CN1C=NC2=C1C=C(C=C2)C(=O)O)C)F 1-[(2R)-2-(difluoromethoxy)propyl]-1H-1,3-benzodiazole-6-carboxylic acid